4-(4-fluoro-2-oxo-2,3-dihydro-1H-1,3-benzodiazol-1-yl)-N-(6-methoxy-5-methylpyridin-3-yl)cyclohexane-1-carboxamide FC1=CC=CC=2N(C(NC21)=O)C2CCC(CC2)C(=O)NC=2C=NC(=C(C2)C)OC